7-(5-fluoro-2-methyl-4-(1H-1,2,4-triazol-3-yl)phenyl)-1-(cis-4-hydroxycyclohexyl)-3,4-dihydropyrazino[2,3-b]pyrazin-2(1H)-one FC=1C(=CC(=C(C1)C1=CN=C2C(=N1)N(C(CN2)=O)[C@@H]2CC[C@@H](CC2)O)C)C2=NNC=N2